3-(2,5-dichlorophenyl)acrylamide ClC1=C(C=C(C=C1)Cl)C=CC(=O)N